8-bromo-2-(2-(3,5-difluoro-4-(trifluoromethoxy)phenoxy)acetyl)-1,3,4,12a-tetrahydrobenzo[e]pyrazino[1,2-a][1,4]diazepine-6,12(2H,11H)-dione BrC1=CC2=C(NC(C3N(C2=O)CCN(C3)C(COC3=CC(=C(C(=C3)F)OC(F)(F)F)F)=O)=O)C=C1